CN1CCN(CC1)C(COC=1C=CC2=C(N=C(S2)CNC(=O)C2(CC3=CC=CC=C3C2)CC(=O)OC(C)(C)C)C1)=O Tert-butyl 2-(2-(((5-(2-(4-methylpiperazin-1-yl)-2-oxoethoxy)benzo[d]thiazol-2-yl)methyl)carbamoyl)-2,3-dihydro-1H-inden-2-yl)acetate